tert-butyl (3r,4s)-4-((4-(3-(2,6-bis(benzyloxy) pyridin-3-yl)-1-methyl-1H-indazol-6-yl) piperazin-1-yl) methyl)-3-methylpiperidine-1-carboxylate C(C1=CC=CC=C1)OC1=NC(=CC=C1C1=NN(C2=CC(=CC=C12)N1CCN(CC1)C[C@@H]1[C@H](CN(CC1)C(=O)OC(C)(C)C)C)C)OCC1=CC=CC=C1